NC1=C(C=2C(=NC=CN2)N1C1=C(C(=CC=C1C)O)C)C(=O)C=1NC2=CC=C(C=C2C1)CN1CCN(CC1)C (6-amino-5-(3-hydroxy-2,6-dimethylphenyl)-5H-pyrrolo[2,3-b]pyrazin-7-yl)(5-((4-methylpiperazin-1-yl)methyl)-1H-indol-2-yl)methanone